CNC1=CC=C(C=C1)[C@@H]1CC2=C(C=CO2)[C@@H]([C@H]1C(=O)OC)C(=O)OC |r| rac-dimethyl (4R,5S,6R)-6-(4-(methylamino)phenyl)-4,5,6,7-tetrahydrobenzofuran-4,5-dicarboxylate